3,3-difluorocyclobutyl 5-(4-((1H-indazol-5-yl)amino)-5-fluoropyrimidin-2-yl)isoindoline-2-carboxylate N1N=CC2=CC(=CC=C12)NC1=NC(=NC=C1F)C=1C=C2CN(CC2=CC1)C(=O)OC1CC(C1)(F)F